NC1=NC=NN2C1=C(C=C2C=2C=CC(=C(C(=O)N[C@@H]1CN(C[C@@H]1F)C(=O)C=1N=NN(C1)C1CC1)C2)C)C(F)(F)F 5-[4-amino-5-(trifluoromethyl)pyrrolo[2,1-f][1,2,4]triazin-7-yl]-N-[(3R,4S)-1-(1-cyclopropyl-1H-1,2,3-triazole-4-carbonyl)-4-fluoropyrrolidin-3-yl]-2-methylbenzamide